indolizino[1,2-b]quinoline-2(1H)-carboxylate C1C2=CC=3C(N=C2C=CC1C(=O)[O-])=C1C=CC=CN1C3